4-[2,2-difluoroethyl-[4-(5,6,7,8-tetrahydro-1,8-naphthyridin-2-yl)butyl]amino]-2-(3-ethylpentanoylamino)butanoic acid FC(CN(CCC(C(=O)O)NC(CC(CC)CC)=O)CCCCC1=NC=2NCCCC2C=C1)F